C1(CC1)S(=O)(=O)NC1=CC=C2C=NC(=NC2=C1)C(=O)NC1=C(C=NC=C1)C1=C(C=C(C=C1)OC)F 7-(cyclopropylsulfonylamino)-N-(3-(2-fluoro-4-methoxyphenyl)pyridin-4-yl)quinazoline-2-carboxamide